Tert-butyl (S,Z)-((2-(3-(6-([1,1'-biphenyl]-4-ylmethoxy)naphthalen-2-yl)-1,2,4-oxadiazol-5-yl)pyrrolidin-1-yl)((tert-butoxycarbonyl)amino)methylene)carbamate C1(=CC=C(C=C1)COC=1C=C2C=CC(=CC2=CC1)C1=NOC(=N1)[C@H]1N(CCC1)\C(\NC(=O)OC(C)(C)C)=N/C(OC(C)(C)C)=O)C1=CC=CC=C1